FC=1C=C(C=CC1)S(=O)(=O)CC1CCN(CC1)C(=O)NC1=CN=NC=C1 4-(((3-fluorophenyl)sulfonyl)methyl)-N-(pyridazin-4-yl)piperidine-1-carboxamide